4-[18F]Fluoro-3-iodobenzylguanidin [18F]C1=C(C=C(CNC(=N)N)C=C1)I